2-(3-Fluoro-4-methoxyphenyl)-9-methyl-7-(1-methylpiperidin-4-yl)-4H-pyrido[1,2-a]pyrimidin-4-one FC=1C=C(C=CC1OC)C=1N=C2N(C(C1)=O)C=C(C=C2C)C2CCN(CC2)C